ClC1=NN2C(N=CC(=C2[C@H](C)OC)NC(NC=2C=C(C(=NC2)N2N=CC(=C2)NC(=O)C=2OC=CC2)C(F)(F)F)=O)=C1 (S)-N-(1-(5-(3-(2-chloro-7-(1-methoxyethyl)pyrazolo[1,5-a]pyrimidin-6-yl)ureido)-3-(trifluoromethyl)pyridin-2-yl)-1H-pyrazol-4-yl)furan-2-carboxamide